2,2',2''-((benzene-1,3,5-triyltri(oxy))tris(3-(trifluoromethyl)benzene-4,1-diyl))tris(1,3-dioxoisoindole-5-carboxylic acid) C1(=CC(=CC(=C1)OC1=C(C=C(C=C1)N1C(C2=CC=C(C=C2C1=O)C(=O)O)=O)C(F)(F)F)OC1=C(C=C(C=C1)N1C(C2=CC=C(C=C2C1=O)C(=O)O)=O)C(F)(F)F)OC1=C(C=C(C=C1)N1C(C2=CC=C(C=C2C1=O)C(=O)O)=O)C(F)(F)F